FC=1C=C(C=2C3=C(NC2C1)C(=NC=N3)N(CCC)C)F 3-((7,9-difluoro-5H-pyrimido[5,4-b]indol-4-yl)(methyl)amino)propane